C(C)N1C2=CC=C(C=C2C=2C=CN=C(C12)C)NC(=O)NC1=CC=C(C=C1)Cl 1-(9-ethyl-1-methyl-β-carbolin-6-yl)-3-(4-chlorophenyl)urea